[Cl-].[Cl-].C(C)(C)(C)C1=CC=C(O[Ti+2])C(=C1)C(C1=CC=CC=C1)(C1=CC=CC=C1)C1=CC=CC=C1 4-tert-butyl-6-tritylphenoxytitanium dichloride